CN(C)CC1=CC=C(C=C1)NC1=C(C=C(C=C1)C1=CC(=CC=C1)OC)OC N-(4-((Dimethylamino)methyl)phenyl)-3,3'-dimethoxy-[1,1'-biphenyl]-4-amin